FC(C1=CC=C(CNC(=O)C2N(CCC2)C(=O)[C@@H]2N(CCCC2)S(=O)(=O)Cl)C=C1)(F)F (R)-2-((4-(trifluoromethyl)(benzyl)carbamoyl)pyrrolidine-1-carbonyl)piperidine-1-sulfonyl chloride